N=CC(C)CCC[C@@H](C)[C@H]1CC[C@H]2[C@@H]3CCC4CCCC[C@]4(C)[C@H]3CC[C@]12C Imino-cholestane